3-nitropyrrol [N+](=O)([O-])C1=CNC=C1